C(C)N1N=CC=2N=C(N=C(C21)N[C@H](C)C=2C=NC1=CC=CC=C1C2)N2CCN(CC2)C(C)=O 1-{4-[1-Ethyl-7-((R)-1-quinolin-3-yl-ethylamino)-1H-pyrazolo[4,3-d]pyrimidin-5-yl]-piperazin-1-yl}-ethanon